(S)-2-((4-(6-bromopyridin-2-yl)piperazin-1-yl)methyl)-1-(oxetan-2-ylmethyl)-1H-benzo[d]imidazole-6-carboxylic acid methyl ester COC(=O)C=1C=CC2=C(N(C(=N2)CN2CCN(CC2)C2=NC(=CC=C2)Br)C[C@H]2OCC2)C1